CC1=C(C=CC(=C1)C)C1CC=2C=NN(C(C2CC1)=O)C1=NC(=CC(=N1)C)C 6-(2,4-dimethylphenyl)-2-(4,6-dimethylpyrimidin-2-yl)-5,6,7,8-tetrahydrophthalazin-1(2H)-one